C(C)(C)[Si](CC=C)(C(C)C)C(C)C 3-(triisopropylsilyl)-1-propene